C(C)(C)(C)OC(=O)N1CC=2C3=C(C=CC2CC1)NC(N3C)=O 1-methyl-2-oxo-1,2,3,6,7,9-hexahydro-8H-imidazo[4,5-H]isoquinoline-8-carboxylic acid tert-butyl ester